BrC1=CC(=NC=C1)N1C[C@H](N[C@H](C1)C)C (3R,5S)-1-(4-bromo-2-pyridyl)-3,5-dimethyl-piperazine